1-(2-pyridyl)-5-(2-hydroxyphenyl)-1,4-pentadien-3-one N1=C(C=CC=C1)C=CC(C=CC1=C(C=CC=C1)O)=O